N1=CC=C(C=C1)CCCCC1=CC=NC=C1 1,4-bis(4-pyridinyl)butane